(R)-6-fluoro-3-(6-methyl-5,6-dihydro-8H-imidazo[5,1-c][1,4]oxazin-3-yl)-1-(4-(morpholinomethyl)phenyl)-1,4-dihydrothiochromeno[4,3-c]pyrazole 5,5-dioxide FC1=CC=CC2=C1S(CC1=C2N(N=C1C1=NC=C2CO[C@@H](CN21)C)C2=CC=C(C=C2)CN2CCOCC2)(=O)=O